COC(C1=C(C=C(C(=C1)OC)O)[N+](=O)[O-])=O 4-hydroxy-5-methoxy-2-nitrobenzoic acid methyl ester